N,N-dimethylbutylammonium trifluoroacetate FC(C(=O)[O-])(F)F.C[NH+](C)CCCC